4-[2-(4-tert-butylphenyl)ethoxy]quinazoline C(C)(C)(C)C1=CC=C(C=C1)CCOC1=NC=NC2=CC=CC=C12